propyl 3-amino-2-(((benzyloxy)carbonyl)amino)propanoate NCC(C(=O)OCCC)NC(=O)OCC1=CC=CC=C1